3-(methoxy(methyl)carbamoyl)-3,4-dihydroisoquinoline-2(1H)-carboxylic acid tert-butyl ester C(C)(C)(C)OC(=O)N1CC2=CC=CC=C2CC1C(N(C)OC)=O